2-[[(1R)-1-(3,6-dimethyl-4-oxo-2-phenyl-chromen-8-yl)ethyl]amino]benzenesulfonamide CC1=C(OC2=C(C=C(C=C2C1=O)C)[C@@H](C)NC1=C(C=CC=C1)S(=O)(=O)N)C1=CC=CC=C1